1-(5-bromothien-2-yl)ethan-1-ol BrC1=CC=C(S1)C(C)O